O1C(=CC=C1)C1=CC=C2C=C(C(=NC2=C1C(=O)N)OC)C(=O)NC1=CSC=C1 7-(furan-2-yl)-2-methoxy-N-(thiophen-3-yl)quinoline-3,8-dicarboxamide